C(C)(=O)O[C@H]1[C@@H](O[C@]([C@H]1OCC1=CC=CC=C1)(CCl)COCC1=CC=CC=C1)N1C=2N=C(NC(C2N=C1)=O)NC(C(C)C)=O (2R,3R,4S,5R)-4-(benzyloxy)-5-((benzyloxy)methyl)-5-(chloromethyl)-2-(2-isobutyramido-6-oxo-1,6-dihydro-9H-purin-9-yl)tetrahydrofuran-3-yl acetate